C1(=CC=CC2=CC=CC=C12)[C@@H](C)NC(=O)C1=NC(=NC=C1)N1C[C@H](CC1)NC(OC(C)(C)C)=O tert-butyl N-[(3S)-1-[4-[[(1R)-1-(1-naphthyl)ethyl]carbamoyl]pyrimidin-2-yl]pyrrolidin-3-yl]carbamate